C[C@@H]1N([C@@H](CNC1)C)CCOC=1C=CC=C2C(=NN(C12)C)N1C(NC(CC1)=O)=O 1-(7-(2-((2s,6r)-2,6-dimethylpiperazin-1-yl)ethoxy)-1-methyl-1H-indazol-3-yl)dihydropyrimidine-2,4(1h,3h)-dione